C(C1=CC=CC=C1)N1CCC(CC1)(C#N)C1=NC=C(C=C1)Cl 1-benzyl-4-(5-chloro-2-pyridinyl)piperidine-4-carbonitrile